(2-methyl-3-phenyl-2,4,5,7-tetrahydro-6H-pyrazolo[3,4-c]pyridin-6-yl)(1H-pyrrolo[3,2-c]pyridin-3-yl)methanone CN1N=C2CN(CCC2=C1C1=CC=CC=C1)C(=O)C1=CNC2=C1C=NC=C2